COC1C(C(CCC1)C(=O)OCC)=O Ethyl 3-methoxy-2-oxocyclohexane-1-carboxylate